CC(CCC=CCC)C=1C(CCC1C=C)=O 2-(oct-5-en-2-yl)-3-vinylcyclopent-2-en-1-one